1-methyl-3-(thieno[2,3-c]pyridin-3-yl)-4-(trifluoromethyl)-N-(2-(trifluoromethyl)pyridin-4-yl)-1H-pyrazole-5-carboxamide CN1N=C(C(=C1C(=O)NC1=CC(=NC=C1)C(F)(F)F)C(F)(F)F)C1=CSC2=CN=CC=C21